Isopropyl 6-(4-ethyl-3-(hydroxymethyl)-5-oxo-4,5-dihydro-1H-1,2,4-triazol-1-yl)-5-fluoro-2-isopropoxynicotinate C(C)N1C(=NN(C1=O)C1=NC(=C(C(=O)OC(C)C)C=C1F)OC(C)C)CO